[2-[[1-[2-chloro-4-[[5-[6-(dimethylamino)-2,5-difluoro-3-pyridinyl]-1-methyl-imidazole-2-carbonyl]amino]benzoyl]-4-piperidinyl]amino]-2-oxo-ethyl]-trimethyl-ammonium ClC1=C(C(=O)N2CCC(CC2)NC(C[N+](C)(C)C)=O)C=CC(=C1)NC(=O)C=1N(C(=CN1)C=1C(=NC(=C(C1)F)N(C)C)F)C